COC=1C=2N(C=C(C1)C1=CC3=C(N(C(N3)=O)[C@H]3CN(CCC3)C(CC)CC)C=C1C)N=CN2 (R)-5-(8-Methoxy-[1,2,4]triazolo[1,5-a]pyridin-6-yl)-6-methyl-1-(1-(pentan-3-yl)piperidin-3-yl)-1,3-dihydro-2H-benzo[d]imidazol-2-on